NC1=C(C=CC(=C1)F)C1=C(C=C(C(=C1)F)C(=O)NC=1C=NC(=C(C1)Cl)N1N=CC=N1)CC(C)C 2'-amino-N-(5-chloro-6-(2H-1,2,3-triazol-2-yl)pyridin-3-yl)-4',5-difluoro-2-isobutyl-[1,1'-biphenyl]-4-carboxamide